(R)-N-(5-((6-(3-(3-fluoro-5-(pyridin-2-ylmethoxy)-phenyl)isoxazolidin-2-yl)pyrimidin-4-yl)amino)-4-methoxy-2-(4-methylpiperazin-1-yl)phenyl)-acrylamide FC=1C=C(C=C(C1)OCC1=NC=CC=C1)[C@@H]1N(OCC1)C1=CC(=NC=N1)NC=1C(=CC(=C(C1)NC(C=C)=O)N1CCN(CC1)C)OC